C(C)(=O)C(C(=O)[O-])C(O)(C(=O)[O-])CC(=O)[O-] Acetylcitrat